2-((R)-1-pentanoylpiperidine-3-carboxamido)butanoic acid C(CCCC)(=O)N1C[C@@H](CCC1)C(=O)NC(C(=O)O)CC